O=C1NC(CC1C(=O)O)=O 2,5-dioxo-3-pyrrolidinecarboxylic acid